C1(CCCCC1)C[C@@H](C(=O)OC)NC(=O)OCCC Methyl (S)-3-cyclohexyl-2-((propoxycarbonyl)amino)propanoate